FC1=CC(=C(C=C1)O)OC 4-fluoro-2-methoxy-phenol